(S)-(6-(2-methylpyrrolidin-1-yl)pyridin-3-yl)methylamine hydrochloride Cl.C[C@@H]1N(CCC1)C1=CC=C(C=N1)CN